[Ba].C(C1=CC=CC=C1)(=O)NC(=S)N N-benzoylthiourea Barium